2-[4-[3-[2-(Carboxymethoxy)-4-pent-2-en-3-yloxyphenyl]-3-oxoprop-1-enyl]phenoxy]acetic acid C(=O)(O)COC1=C(C=CC(=C1)OC(=CC)CC)C(C=CC1=CC=C(OCC(=O)O)C=C1)=O